CN(C(C1=C(C=CC=C1)C)=O)C1=C(C=C(C=C1)B1OC(C(O1)(C)C)(C)C)C N,2-dimethyl-N-(2-methyl-4-(4,4,5,5-tetramethyl-1,3,2-dioxaborolan-2-yl)phenyl)benzamide